C(C)OC(CCNC(=O)N1CC2=CC(=C(C=C2C1)OCCCOC=1C=C2CN(CC2=CC1OC)C(CCC(=O)OCC)=O)OC)=O ethyl 4-(5-(3-((2-((3-ethoxy-3-oxopropyl) carbamoyl)-6-methoxyisoindolin-5-yl) oxy) propoxy)-6-methoxyisoindolin-2-yl)-4-oxobutanoate